C(C)N(CCNC(=O)C1CCN(CC1)C1=C2C=CC=NC2=C(C=C1)C#N)CC 1-(8-Cyano-quinolin-5-yl)-piperidine-4-carboxylic acid (2-diethylamino-ethyl)-amide